1H-indole-2-carboxylic acid trifluoroacetate FC(C(=O)O)(F)F.N1C(=CC2=CC=CC=C12)C(=O)O